(R,Z)-1-((tert-butylsulfinyl)imino)-1,3-dihydrospiro[indene-2,4'-piperidine]-1'-carboxylic acid tert-butyl ester C(C)(C)(C)OC(=O)N1CCC2(CC1)/C(/C1=CC=CC=C1C2)=N/[S@](=O)C(C)(C)C